(3R,6S)-3,6-diisobutyl-1-(methylsulfonyl)-8-(tetrahydro-2H-pyran-4-yl)tetrahydropyrazino[2,1-c][1,2,4]oxadiazine-4,7(3H,6H)-dione C(C(C)C)[C@@H]1C(N2C(N(O1)S(=O)(=O)C)CN(C([C@@H]2CC(C)C)=O)C2CCOCC2)=O